F[C@H]1[C@H](O[C@@H]([C@H]1O)CO)N1C(N=C(C=C1)NC(C1=CN=CC=C1)=O)=O N-(1-((2S,3R,4R,5R)-3-fluoro-4-hydroxy-5-(hydroxymethyl)tetrahydrofuran-2-yl)-2-oxo-1,2-dihydropyrimidin-4-yl)nicotinamide